5-bromo-1λ6-benzothiophene-1,1-dione BrC=1C=CC2=C(C=CS2(=O)=O)C1